β-isopropenyl-naphthalene C(=C)(C)C1=CC2=CC=CC=C2C=C1